FC1=C(C#N)C=CC(=C1)C1=NC=2C(=NC=CC2N2CC(CCC2)NC)N1C1=CC=C(C=C1)N1CCCC1 2-Fluoro-4-(7-(3-(methylamino)piperidin-1-yl)-3-(4-(pyrrolidin-1-yl)phenyl)-3H-imidazo[4,5-b]pyridin-2-yl)benzonitrile